C(CCCCCCCCCCCCCCC)(=O)OC[C@@H](OP(=O)(O)O)COC(CCCCCCC\C=C/CCCCCCCC)=O 1-palmitoyl-3-oleoyl-sn-glycero-2-phosphate